Br.CC1(NCC=2C=NC=3C=C(C(=C(C3C21)O)O)Cl)C methyl-(S)-7-chloro-1-methyl-2,3-dihydro-1H-pyrrolo[3,4-c]quinoline-8,9-diol hydrogen bromide salt